2-(1-methylbutoxy)-1,3-benzothiazole CC(CCC)OC=1SC2=C(N1)C=CC=C2